NC1=NC=NN2C1=C(C(=N2)C2=CC=C(C=C2)NC(C=C)=O)C2=CC(=C(C=C2)N2CCCC2)OC N-(4-(4-amino-5-(3-methoxy-4-(pyrrolidin-1-yl)phenyl)pyrazolo[5,1-f][1,2,4]triazin-6-yl)phenyl)acrylamide